5-{3-fluoro-4-[4-(3,5,6-trimethylpyridin-2-yl)piperazine-1-carbonyl]phenyl}-5-isopropylimidazolidine-2,4-dione FC=1C=C(C=CC1C(=O)N1CCN(CC1)C1=NC(=C(C=C1C)C)C)C1(C(NC(N1)=O)=O)C(C)C